C1(=CC=CC=C1)CCC(CC)=O 5-phenylpentan-3-one